C[Si](CCOCN1N=CC2=NC3=C(C=C21)C=CN3)(C)C ((2-(trimethylsilyl)ethoxy)methyl)-1,5-dihydropyrazolo[4,3-b]pyrrolo[3,2-e]pyridine